C(C)C1=CC=C(C=C1)C=CC(=O)C1=C(C=C(C=C1)OC)O 3-(4-Ethylphenyl)-1-(2-hydroxy-4-methoxyphenyl)-2-propene-1-one